(E)-6-((2-(aminomethyl)-3-fluoroallyl)oxy)-2-butylbenzo[d]isoxazol-3(2H)-one 4-methylbenzenesulfonate CC1=CC=C(C=C1)S(=O)(=O)O.NC/C(/COC1=CC2=C(C(N(O2)CCCC)=O)C=C1)=C\F